tert-butyl 2-(hydroxymethyl)-4,6-dihydro-5H-thieno[2,3-c]pyrrole-5-carboxylate OCC1=CC2=C(CN(C2)C(=O)OC(C)(C)C)S1